C(C)(=O)C1=C(C=CC(=C1)Cl)CN1C(NC(C2=C1C=CN2)=O)S 1-[(2-acetyl-4-chlorophenyl)methyl]-2-sulfanyl-1,2,3,5-tetrahydro-4H-pyrrolo[3,2-d]pyrimidin-4-one